5-amino-2-(2-hydroxy-4-aminophenyl)-benzoxazole NC=1C=CC2=C(N=C(O2)C2=C(C=C(C=C2)N)O)C1